C(CCCCCCCCCCCCCCCCC)(=O)OCCOCCOC(CCCCCCCCCCCCCCCCC)=O diethylene glycol di-stearate